C(C1=CC=CC=C1)N1CC(N(CC1)CC(=O)N[C@@H](CC(=O)OCC1=CC=CC=C1)C(COC1=C(C(=CC(=C1F)F)F)F)=O)=O benzyl (S)-3-(2-(4-benzyl-2-oxopiperazin-1-yl)acetamido)-4-oxo-5-(2,3,5,6-tetrafluorophenoxy)pentanoate